2-Chloro-4-iodo-3-(methylsulfinyl)-N-(1-methyl-1H-tetrazol-5-yl)benzamid ClC1=C(C(=O)NC2=NN=NN2C)C=CC(=C1S(=O)C)I